Ditertiarybutyl ketone C(C)(C)(C)C(=O)C(C)(C)C